dimethylol-bicyclo[4.3.0]nonane C(O)C1C2(CCCC2CCC1)CO